C1(CC1)C1=NN(C=N1)C1CC2(CN(C2)C(=O)N2CC3(C2)CC(C3)CNC3(COC3)C(F)(F)F)C1 [6-(3-cyclopropyl-1,2,4-triazol-1-yl)-2-azaspiro[3.3]heptan-2-yl]-[6-[[[3-(trifluoromethyl)oxetan-3-yl]amino]methyl]-2-azaspiro[3.3]heptan-2-yl]methanone